C1(=CC=CC=C1)C1CCOCC1 4-phenyltetrahydro-2H-pyran